(3S*)-3-(7-{[(2R,5S)-2-Ethyl-5-methyl-2,3-dihydropyrido[2,3-f][1,4]oxazepin-4(5H)-yl]methyl}-1-benzothiophen-5-yl)-3-(7-hydroxy-1,4-dimethyl-1H-benzotriazol-5-yl)propanoic acid C(C)[C@H]1OC2=C([C@@H](N(C1)CC1=CC(=CC=3C=CSC31)[C@H](CC(=O)O)C3=C(C1=C(N(N=N1)C)C(=C3)O)C)C)N=CC=C2 |o1:19|